C(C)OCCNC(=O)C1CN(C1)C1=CC(=C2C(C(=CN(C2=N1)C1=NC(=NS1)C=1C=NC=NC1)C(=O)O)=O)C 7-{3-[(2-ethoxyethyl)carbamoyl]azetidin-1-yl}-5-methyl-4-oxo-1-[3-(pyrimidin-5-yl)-1,2,4-thiadiazol-5-yl]-1,4-dihydro-1,8-naphthyridine-3-carboxylic acid